6-[8-(1,3-benzothiazol-2-ylcarbamoyl)-3,4-dihydroisoquinolin-2(1H)-yl]-3'-methyl-2'-(tricyclo[3.3.1.13,7]dec-1-ylamino)-3,4'-bipyridine-2-carboxylic acid S1C(=NC2=C1C=CC=C2)NC(=O)C=2C=CC=C1CCN(CC21)C2=CC=C(C(=N2)C(=O)O)C2=C(C(=NC=C2)NC21CC3CC(CC(C2)C3)C1)C